1-phenyl-4,5,6,7-tetrahydro-1H-pyrazolo[4,3-c]pyridine, hydrochloride Cl.C1(=CC=CC=C1)N1N=CC=2CNCCC21